2-{[4-({2-[(4-chloro-2-fluorophenoxy)methyl]pyridin-4-yl}oxy)piperidin-1-yl]methyl}-1-{[1-(fluoromethyl)cyclopropyl]methyl}-1H-1,3-benzodiazole-6-carboxylic acid ClC1=CC(=C(OCC2=NC=CC(=C2)OC2CCN(CC2)CC2=NC3=C(N2CC2(CC2)CF)C=C(C=C3)C(=O)O)C=C1)F